N-(((2S,3R,6R)-2,6-Dimethylmorpholin-3-yl)methyl)-3,5-bis(trifluoromethyl)pyridin-2-amine hydrochloride Cl.C[C@H]1[C@H](NC[C@H](O1)C)CNC1=NC=C(C=C1C(F)(F)F)C(F)(F)F